N-(3-chloro-4-fluorophenyl)-2-(4-fluoropiperidin-1-yl)-N-((5-(hydrazinecarbonyl)pyridin-2-yl)methyl)ethane-1-sulfonamide ClC=1C=C(C=CC1F)N(S(=O)(=O)CCN1CCC(CC1)F)CC1=NC=C(C=C1)C(=O)NN